NC1=CC(=NC(=C1)C)OC[C@H](C)NC(OC(C)(C)C)=O tert-butyl (S)-(1-((4-amino-6-methylpyridin-2-yl)oxy)propan-2-yl)carbamate